6'-(3-{2-[3-(pyridin-4-yl)phenyl]acetamido}propoxy)-2',3'-dihydrospiro[cyclohexane-1,1'-indene]-4-carboxylic acid methyl ester COC(=O)C1CCC2(CCC3=CC=C(C=C23)OCCCNC(CC2=CC(=CC=C2)C2=CC=NC=C2)=O)CC1